tetrahydro-1H-furan O1CCCC1